tert-butyl N-[6-[2,4-dichloro-8-oxabicyclo[3.2.1]oct-6-en-3-yl]-2-(4,4-dimethylcyclohexen-1-yl)-3-pyridyl]carbamate ClC1C2C=CC(C(C1C1=CC=C(C(=N1)C1=CCC(CC1)(C)C)NC(OC(C)(C)C)=O)Cl)O2